4-(4-chloro-2-fluorophenyl)piperidin-4-ol hydrochloride Cl.ClC1=CC(=C(C=C1)C1(CCNCC1)O)F